(4S,5R)-4-hydroxy-2-methyl-5-(3-((triisopropylsilyl)oxy)prop-1-en-2-yl)cyclohex-2-en-1-one O[C@H]1C=C(C(C[C@@H]1C(=C)CO[Si](C(C)C)(C(C)C)C(C)C)=O)C